(S)-4-(1-(1-(4-(trifluoromethyl)benzyl)-5-(3-(trifluoromethyl)phenyl)-1H-indole-7-carboxamido)ethyl)benzoic acid FC(C1=CC=C(CN2C=CC3=CC(=CC(=C23)C(=O)N[C@@H](C)C2=CC=C(C(=O)O)C=C2)C2=CC(=CC=C2)C(F)(F)F)C=C1)(F)F